4-HYDROXYQUINOLINE-6-BORONIC ACID OC1=CC=NC2=CC=C(C=C12)B(O)O